(3S,5R)-2-amino-2-methyloctadecane-3,5-diol NC(C)([C@H](C[C@@H](CCCCCCCCCCCCC)O)O)C